Methyl 3-[2-[tert-butoxycarbonyl(2,2,2-trifluoroethyl)amino]ethoxy]-4-nitro-5-[[(2S)-oxetan-2-yl]methylamino]benzoate C(C)(C)(C)OC(=O)N(CCOC=1C=C(C(=O)OC)C=C(C1[N+](=O)[O-])NC[C@H]1OCC1)CC(F)(F)F